tetrahydro-1H-cyclopenta[C]furan-1,5(3H)-dione C1(OCC2C1CC(C2)=O)=O